tert-butyl ((S)-2-(bis(2-hydroxyethyl)amino)-1-((1r,3R,5R,7S)-3-hydroxyadamantan-1-yl)-2-oxoethyl)carbamate OCCN(C([C@H](C12CC3(C[C@H](C[C@@H](C1)C3)C2)O)NC(OC(C)(C)C)=O)=O)CCO